[Na].CC(CCCCCCCC(C)C)NCCC(CC)=O β-isododecylaminopropione sodium